C[C@@H]1NC2=CC=C3C(=C2CC1)N=C(N3CC(NC3COC3)=O)CCN3N=CC=C3 (7S)-7-Methyl-3-{[(oxetan-3-yl)carbamoyl]methyl}-2-[2-(1H-pyrazol-1-yl)ethyl]-3H,6H,7H,8H,9H-imidazo[4,5-f]chinolin